(6-bromopyrazin-2-yl)methanol BrC1=CN=CC(=N1)CO